1,3-bis(trichloromethyl)-5-(2'-chlorophenyl)s-triazine ClC(N1CN(CN(C1)C1=C(C=CC=C1)Cl)C(Cl)(Cl)Cl)(Cl)Cl